C(S(=O)(=O)OC(C)C(=O)OCC)S(=O)(=O)[O-] 1-ethoxycarbonylethyl methanedisulfonate